C(C)OC(=O)C1(NC(CC1)=O)CC(=C)CCl 2-(2-(chloromethyl)allyl)-5-oxopyrrolidine-2-carboxylic acid ethyl ester